6-(5,6-Dimethoxy-1H-benzo[d]imidazol-1-yl)-2-(piperidin-1-yl)nicotinic acid COC1=CC2=C(N(C=N2)C2=NC(=C(C(=O)O)C=C2)N2CCCCC2)C=C1OC